O1CCN(CCC1)CCOC1=CC(=C(C=C1)C=1C=CC(=NC1)CC(=O)NCC1=CC=CC=C1)C 2-(5-(4-(2-(1,4-oxazepan-4-yl)ethoxy)-2-methylphenyl)pyridin-2-yl)-N-benzylacetamide